C(C)(C)C=1C=C(C=CC1)O 3-isopropylphenol